CC=1C2C3=C(C4=CC=C(C=C4C(=C3C(C1)C2)OC)Cl)OC(C=C)=O 2-methyl-6-chloro-9-acryloyloxy-10-methoxy-1,4-dihydro-1,4-methanoanthracene